(8S,8aR)-2-(3-(hydroxymethyl)bicyclo[1.1.1]pentan-1-yl)-3-oxooctyloxyimidazo[1,5-a]pyrazine-8-carboxylic acid OCC12CC(C1)(C2)C(COC=2N=CN1C2C(=NC=C1)C(=O)O)C(CCCCC)=O